benzenediol phosphorus [P].C=1(C(=CC=CC1)O)O